cyano-3-phenoxybenzyl 2,2-dimethyl-3-(2-methylprop-1-enyl)cyclopropanecarboxylate CC1(C(C1C=C(C)C)C(=O)OC(C1=CC(=CC=C1)OC1=CC=CC=C1)C#N)C